1,2-dichloro ethylene carbonate C(O)(O)=O.ClC=CCl